C(C)(C)(C)OC(NCCOCCNC1=C2C(N(C(C2=CC=C1)=O)C1C(NC(CC1)=O)=O)=O)=O tert-butyl(2-(2-((2-(2,6-dioxopiperidin-3-yl)-1,3-dioxoisoindolin-4-yl)amino)ethoxy)ethyl)carbamate